N1(CCCCCC1)C=1C2=C(N=C(N1)OC[C@]13CCCN3C[C@@H](C1)F)C(=C(N=C2)C2=CC(=CC1=CC=C(C(=C21)CC)F)O)F 4-(4-(azepan-1-yl)-8-fluoro-2-(((2R,7aS)-2-fluorohexahydro-1H-pyrrolizin-7a-yl)methoxy)pyrido[4,3-d]pyrimidin-7-yl)-5-ethyl-6-fluoronaphthalen-2-ol